ClC(C1=NC(=NO1)C1=CC(=C(CP(NC2=C(C=C(C=C2)F)F)(=O)C)C=C1)F)(F)F P-(4-(5-(chlorodifluoromethyl)-1,2,4-oxadiazol-3-yl)-2-fluorobenzyl)-N-(2,4-difluorophenyl)-P-methylphosphinic amide